FC(C=1C=NC(=NC1)N1CCN(CC1)C(=O)OC(C)(C)C)(F)F tert-Butyl 4-(5-(trifluoromethyl)pyrimidin-2-yl)piperazine-1-carboxylate